4-(1,2,3,3a,6,6a-hexahydrocyclopenta[c]pyrrol-5-yl)-6-(1-methylpyrazol-4-yl)pyrazolo[1,5-a]pyridine C1NCC2C1CC(=C2)C=2C=1N(C=C(C2)C=2C=NN(C2)C)N=CC1